(1R)-3-methoxy-1-(6-(2-methyl-2H-pyrazolo[3,4-b]pyridin-5-yl)thieno[2,3-b]pyridin-2-yl)-1-propanol COCC[C@@H](O)C1=CC=2C(=NC(=CC2)C2=CC=3C(N=C2)=NN(C3)C)S1